ClC1=CC(=NC=C1)[C@H](C(C)(C)OC)NC |r| rac-1-(4-chloropyridin-2-yl)-2-methoxy-N,2-dimethylpropan-1-amine